methyl (S)-6-((2-(2-fluoro-6-methoxyphenyl)pyrimidin-4-yl)amino)-4-(3-hydroxypiperidin-1-yl)nicotinate FC1=C(C(=CC=C1)OC)C1=NC=CC(=N1)NC1=NC=C(C(=O)OC)C(=C1)N1C[C@H](CCC1)O